BrC1=CC=2N=C(NC(C2S1)=O)CN1C(CCC1)C(F)(F)F 6-bromo-2-{[2-(trifluoromethyl)pyrrolidin-1-yl]methyl}thieno[3,2-d]pyrimidin-4(3H)-one